2,3-dihydro-1H-benzo[de]isoquinoline-1,3-dione C1(NC(C2=C3C(C=CC=C13)=CC=C2)=O)=O